tricyclodecane dimethyl-phthalate COC(C=1C(C(=O)OC)=CC=CC1)=O.C1CCCCCCCCC1.C1CCCCCCCCC1.C1CCCCCCCCC1